2-{6-[5-chloro-2-({2-oxaspiro[3.3]heptan-6-yl}amino)pyrimidin-4-yl]-1-oxo-2,3-dihydro-1H-isoindol-2-yl}-N-[(1S)-2-hydroxy-1-(3-methoxyphenyl)-ethyl]acetamide ClC=1C(=NC(=NC1)NC1CC2(COC2)C1)C1=CC=C2CN(C(C2=C1)=O)CC(=O)N[C@H](CO)C1=CC(=CC=C1)OC